N1NN=NC1=O dihydrotetrazolone